2,6-diisocyanatomethylnorbornane N(=C=O)CC1C2C(CC(C1)C2)CN=C=O